2,5-di-tert-butyl-1,4-bis(methoxy)benzene C(C)(C)(C)C1=C(C=C(C(=C1)OC)C(C)(C)C)OC